P(=O)(O)(O)O.CN1N=C(N=N1)C1=NC=C(C=C1)C1=C(C=C(C=C1)N1C(O[C@H](C1)CO)=O)F (R)-3-[4-[2-(2-methyltetrazol-5-yl)pyridine-5-yl]-3-fluorophenyl]-5-hydroxymethyl-oxazolidin-2-one phosphate